FC=1C=CC(=C(C#N)C1)OCC1=NC=CC(=N1)O[C@@H]1C[C@@H](NCC1)C 5-Fluoro-2-((4-(((2S,4S)-2-methylpiperidin-4-yl)oxy)pyrimidin-2-yl)methoxy)benzonitrile